BrC(CC)Cl 1-bromo-1-chloropropane